benzyl (2S,3S)-2-((tert-butoxycarbonyl)amino)-3-(7-methoxy-2-methyl-1H-indol-3-yl)butanoate C(C)(C)(C)OC(=O)N[C@H](C(=O)OCC1=CC=CC=C1)[C@@H](C)C1=C(NC2=C(C=CC=C12)OC)C